CNC=1SC2=C(N1)C=CC=C2 N-methylbenzo[d]thiazol-2-amine